ClC1=CC=C(C=C1)C(C)N1CCN(CC1)S(=O)(=O)C1=CC=C(C=C1)NC(NCC=1C=NC=CC1)=O 3-(4-{4-[1-(4-chlorophenyl)ethyl]piperazine-1-sulfonyl}phenyl)-1-(pyridin-3-ylmethyl)urea